Diethyl 2,2-difluoropropanedioate FC(C(=O)OCC)(C(=O)OCC)F